ClC=1C(=NC(=NC1)N[C@@H]1C[C@H]2CO[C@@H]([C@H]1O)O2)C=2C=C1C=C(N(C(C1=CC2)=O)C)C(C)C 6-(5-chloro-2-(((1S,3R,4S,5R)-4-hydroxy-6,8-dioxabicyclo[3.2.1]octan-3-yl)amino)pyrimidin-4-yl)-3-isopropyl-2-methylisoquinolin-1(2H)-one